(1-methyl-piperidin-4-yl)-pyridin-3-ylmethylamine dihydrochloride Cl.Cl.CN1CCC(CC1)NCC=1C=NC=CC1